[(2R,4S)-1-[3-amino-5-(trifluoromethyl)-2-pyridyl]-2-methyl-4-piperidyl] acetate C(C)(=O)O[C@@H]1C[C@H](N(CC1)C1=NC=C(C=C1N)C(F)(F)F)C